O-pivaloylhydroxylamine trifluoromethanesulfonate FC(S(=O)(=O)O)(F)F.C(C(C)(C)C)(=O)ON